5-(2,4-dimethylpyridin-3-yl)-3-(3-(1-methyl-1H-pyrazol-4-yl)pyrazolo[1,5-a]pyridin-5-yl)-1H-pyrrolo[2,3-b]pyridine CC1=NC=CC(=C1C=1C=C2C(=NC1)NC=C2C2=CC=1N(C=C2)N=CC1C=1C=NN(C1)C)C